C1(CC1)C1=CC(=CC=2N(C(=NC21)C2=C(C=C(C=C2)N2C[C@H](CC2)C(=O)O)F)C)C(=O)N2[C@@H](C1=CC=CC=C1CC2)C (3S)-1-(4-{4-Cyclopropyl-1-methyl-6-[(1R)-1-methyl-1,2,3,4-tetrahydroisoquinoline-2-carbonyl]-1H-1,3-benzodiazol-2-yl}-3-fluorophenyl)pyrrolidine-3-carboxylic acid